BrC1=CC(=C(C(=O)OC)C(=C1)F)N1CCC(CC1)=C(F)F methyl 4-bromo-2-(4-(difluoromethylene)piperidin-1-yl)-6-fluorobenzoate